C(C1=CC=CC=C1)CNC=1C(=CC(=C(C1)NC(C)=O)Cl)[N+](=O)[O-] N-(5-benzylmethylamino-2-chloro-4-nitrophenyl)acetamide